[Cl-].C(C(=C)C)(=O)CC[N+](C)(C)C 2-methacryloylethyl-trimethylammonium chloride